N-(5-(2-hydroxypropan-2-yl)-4'-((4-methyl-6-(methylsulfonyl)pyridin-2-yl)amino)-[2,3'-bipyridin]-6'-yl)acetamide OC(C)(C)C=1C=CC(=NC1)C=1C=NC(=CC1NC1=NC(=CC(=C1)C)S(=O)(=O)C)NC(C)=O